[C@@H]12OC[C@@H](N(C1)C1=C(C=C(C(=C1)OC)C1=NC=C3C=C(C=4N(C3=C1)C=CN4)C4=C(C(=CC(=C4Cl)OC)OC)Cl)NC(C=C)=O)C2 N-(2-((1S,4S)-2-oxa-5-azabicyclo[2.2.1]hept-5-yl)-5-(4-(2,6-dichloro-3,5-dimethoxyphenyl)imidazo[1,2-a][1,6]naphthyridin-8-yl)-4-methoxyphenyl)acrylamide